(S)-6-cyclopropyl-4-(3-(3-fluoro-4-methylphenyl)-3-(1,2,4-thiadiazol-5-yl)pyrrolidine-1-carboxamido)-N-methylnicotinamide C1(CC1)C1=NC=C(C(=O)NC)C(=C1)NC(=O)N1C[C@@](CC1)(C1=NC=NS1)C1=CC(=C(C=C1)C)F